4-((2-((trans)-4-(2-Chloro-3-fluorophenyl)cyclohexyl)-ethyl)amino)tetrahydro-2H-pyran ClC1=C(C=CC=C1F)[C@@H]1CC[C@H](CC1)CCNC1CCOCC1